(5-Methyl-2-(2H-1,2,3-triazol-2-yl)phenyl)(pyrazolidin-1-yl)methanone hydrochloride Cl.CC=1C=CC(=C(C1)C(=O)N1NCCC1)N1N=CC=N1